NC1=NC=CC=C1C1=NC=2C(=NC(=CC2)C2=CC=CC=C2)N1C1=CC=C(CNC(C2=CN=C(C=C2)C#N)=O)C=C1 N-(4-(2-(2-aminopyridin-3-yl)-5-phenyl-3H-imidazo[4,5-b]pyridin-3-yl)benzyl)-6-cyanonicotinamide